2-hydroxy-4-methoxyphenyl-phenyl ketone OC1=C(C=CC(=C1)OC)C1=C(C=CC=C1)C(=O)C1=C(C=CC=C1)C1=C(C=C(C=C1)OC)O